dibutyl azelate (dibutyl adipate) C(CCC)C(C(=O)O)(CCCC(=O)O)CCCC.C(CCCCCCCC(=O)OCCCC)(=O)OCCCC